C(C)C(COS(=O)(=O)[O-])CCCCCC 2-Ethyloctylsulfat